N-(2-chloro-3-(3'-chloro-6-methoxy-5-((((5-oxopyrrolidin-2-yl)methyl)amino)methyl)-[2,4'-bipyridin]-2'-yl)phenyl)-4-(((2-hydroxyethyl)(methyl)amino)methyl)-5-methoxypicolinamide ClC1=C(C=CC=C1C1=NC=CC(=C1Cl)C1=NC(=C(C=C1)CNCC1NC(CC1)=O)OC)NC(C1=NC=C(C(=C1)CN(C)CCO)OC)=O